N1=CC(=CC=C1)C=1C=C2C=CN(C2=C(C1)C(=O)NCC1=CC=C(C(=O)O)C=C1)CC1=CC=C(C=C1)C(F)(F)F 4-((5-(Pyridin-3-yl)-1-(4-(trifluoromethyl)benzyl)-1H-indol-7-amido)methyl)benzoic acid